FC=1C=NC=CC1C=1C=C2C=CC(=NC2=CC1)N1CCC(CC1)C(=O)OCC ethyl 1-(6-(3-fluoropyridin-4-yl)quinolin-2-yl)piperidine-4-carboxylate